C(C)(C)N1N=C(C2=CC=C(C=C12)COC1=CC=C(C=C1)C(CC(=O)O)CC)C1=CC=CC=C1 3-(4-((1-Isopropyl-3-phenyl-1H-indazol-6-yl)methoxy)phenyl)pentanoic acid